C=1NC2(N3C1C=CC=C3)CC3(CCC2)CC3 dispiro[cyclopropane-1,1'-cyclohexane-3',3''-imidazo[1,5-a]pyridine]